ClC=1C(=C2C=CNC2=C(C1)C)CN1C(CC2(CC(C2)C#N)CC1)C1=CC=C(C(=O)NCC2COC2)C=C1 4-(7-((5-chloro-7-methyl-1H-indol-4-yl)methyl)-2-cyano-7-azaspiro[3.5]nonan-6-yl)-N-(oxetan-3-ylmethyl)benzamide